di-tert-butyl 1-(1-(methyl-d3)-1H-pyrazol-4-yl)hydrazine-1,2-dicarboxylate C(N1N=CC(=C1)N(NC(=O)OC(C)(C)C)C(=O)OC(C)(C)C)([2H])([2H])[2H]